4-(1,1,4-trioxo-1,2,5-thiadiazolidin-2-yl)benzaldehyde O=S1(N(CC(N1)=O)C1=CC=C(C=O)C=C1)=O